C1(CC12CSCC2)C(=O)O 5-Thiaspiro[2.4]heptane-1-carboxylic acid